ethyl (2R)-2-{[(E)-{2-chloro-4-fluoro-5-[3-methyl-2,6-dioxo-4-(trifluoromethyl)-3,6-dihydropyrimidin-1(2H)-yl]benzylidene} amino] oxy}propanoate ClC1=C(\C=N\O[C@@H](C(=O)OCC)C)C=C(C(=C1)F)N1C(N(C(=CC1=O)C(F)(F)F)C)=O